1-(2-hydroxy-4-(trifluoromethyl)phenyl)pyrrolo[1,2-d][1,2,4]triazine-4(3H)-thione OC1=C(C=CC(=C1)C(F)(F)F)C=1C=2N(C(NN1)=S)C=CC2